C(C)C1=C(C=CC(=C1)CCCO)C1=CC=C(C=C1)C1CCC(CC1)CCCCC 3-[2-ethyl-4'-(4-pentyl-cyclohexyl)-biphenyl-4-yl]-propan-1-ol